tris(N-(1-naphthyl)-N-phenylamino)triphenylamine C1(=CC=CC2=CC=CC=C12)N(C1=CC=CC=C1)C1=C(C(=C(C=C1)N(C1=CC=CC=C1)C1=CC=CC=C1)N(C1=CC=CC2=CC=CC=C12)C1=CC=CC=C1)N(C1=CC=CC2=CC=CC=C12)C1=CC=CC=C1